CC(=O)NCCCNCCCCNCCCN The molecule is an acetylspermine carrying an acetyl group at position N(1). It has a role as a human metabolite. It is a member of acetamides and an acetylspermine. It is a conjugate base of a N(1)-acetylsperminium(3+).